ClC1=C(C=CC=C1)C=1C(=NN2C1CCCC2)C(=O)N2CC(C1(CN(C1)C(C=C)=O)CC2)(F)F 1-(7-(3-(2-chlorophenyl)-4,5,6,7-tetrahydropyrazolo[1,5-a]pyridine-2-carbonyl)-5,5-difluoro-2,7-diazaspiro[3.5]nonan-2-yl)prop-2-en-1-one